P(=O)(=O)C1C(=O)OCCC1 phosphovalerolactone